5-methyl-1H-pyrazolo[3,4-c]pyridine-3-carboxamide CC=1C=C2C(=CN1)NN=C2C(=O)N